tert-butyl (3R,4S)-3,4-diaminopyrrolidine-1-carboxylate N[C@@H]1CN(C[C@@H]1N)C(=O)OC(C)(C)C